NC1=C(C(=C(C(=C1Br)O)N)Br)O 2,5-diamino-3,6-dibromobenzene-1,4-diol